3-(5-(1-benzyl-3,3-dimethylpiperidin-4-yl)-1-oxoisoindolin-2-yl)piperidine-2,6-dione C(C1=CC=CC=C1)N1CC(C(CC1)C=1C=C2CN(C(C2=CC1)=O)C1C(NC(CC1)=O)=O)(C)C